5-[(2R)-2-{[(3,3-dimethylbutyl)amino]methyl}-4-fluoro-6-hydroxy-2,3-dihydro-1H-indol-5-yl]-1λ6,2,5-thiadiazolidine-1,3-dione CC(CCNC[C@@H]1NC2=CC(=C(C(=C2C1)F)N1CC(N[SH2]1=O)=O)O)(C)C